N-(4-(3,5-dimethylisoxazol-4-yl)-2-nitrophenyl)-1-methylpyrrolidin-3-amine CC1=NOC(=C1C1=CC(=C(C=C1)NC1CN(CC1)C)[N+](=O)[O-])C